6-Bromo-2-(bromomethyl)quinoline Racemic-tert-butyl-N-(3-methyl-4,5,6,7-tetrahydrobenzothiophen-6-yl)carbamate C(C)(C)(C)OC(N[C@H]1CC2=C(C(=CS2)C)CC1)=O.BrC=1C=C2C=CC(=NC2=CC1)CBr |r|